1-[(2R,4S,5R)-5-[[(tert-butyl-dimethylsilyl)oxy]methyl]-5-(chloromethyl)-4-methoxyoxolan-2-yl]-3H-pyrimidine-2,4-dione [Si](C)(C)(C(C)(C)C)OC[C@@]1([C@H](C[C@@H](O1)N1C(NC(C=C1)=O)=O)OC)CCl